N=1C=NN2C1C=C(C=C2)OC2=CC(=C(C=C2C)NC2=NC=NC1=CC(=C(C=C21)NC(\C=C\CNC2CCS(CC2)(=O)=O)=O)OC)OC (E)-N-(4-((4-([1,2,4]triazolo[1,5-a]pyridin-7-yloxy)-2-methoxy-5-Methylphenyl)amino)-7-methoxyquinazolin-6-yl)-4-((1,1-dioxidotetrahydro-2H-thiopyran-4-yl)amino)but-2-enamide